tert-butyl (3-{[(1R)-1-{1-[3-(L-alanylamino)benzyl]-4-(2,5-difluorophenyl)-1H-imidazol-2-yl}-2,2-dimethylpropyl](glycoloyl) amino}propyl)carbamate N[C@@H](C)C(=O)NC=1C=C(CN2C(=NC(=C2)C2=C(C=CC(=C2)F)F)[C@@H](C(C)(C)C)N(CCCNC(OC(C)(C)C)=O)C(CO)=O)C=CC1